(2-(3,4-dimethoxyphenyl)-3-ethyl-1H-indol-5-yl)(4-(pyrimidin-2-yl)piperazin-1-yl)methanone COC=1C=C(C=CC1OC)C=1NC2=CC=C(C=C2C1CC)C(=O)N1CCN(CC1)C1=NC=CC=N1